5-Amino-3-[5-[2-[(5-tert-butylisoxazol-3-yl)amino]-2-oxo-ethyl]pyrazin-2-yl]-1-isopropyl-pyrazole-4-carboxamide NC1=C(C(=NN1C(C)C)C1=NC=C(N=C1)CC(=O)NC1=NOC(=C1)C(C)(C)C)C(=O)N